COC=1C=C(C(=CC1)C)C1=C(C=C(C=C1C(C)C)C(C)C)C(C)C 3-methoxy-6-methyl-2',4',6'-triisopropyl-1,1'-biphenyl